(S)-1-(4-((5-chloro-4-(8-fluoro-2-(2-hydroxypropan-2-yl)-3-methyl-3,4-dihydro-5-oxa-1,2a-diazaacenaphthylene-6-yl)pyrimidin-2-yl)amino)3-fluorophenyl)piperazin-2-one ClC=1C(=NC(=NC1)NC1=C(C=C(C=C1)N1C(CNCC1)=O)F)C1=C2OC[C@@H](N3C(=NC(C(=C1)F)=C32)C(C)(C)O)C